ClC1=CC(=CC(=N1)C(=O)N1CCC2=CC=CC=C12)NC1=C(C=CC=C1)OC (6-chloro-4-((2-methoxyphenyl)amino)pyridin-2-yl)(indolin-1-yl)methanone